3-[8-(tert-butylamino)-3-(trifluoromethyl)-1,2,3,4-tetrahydro-1,7-naphthyridin-6-yl]pentan-1-one C(C)(C)(C)NC=1N=C(C=C2CC(CNC12)C(F)(F)F)C(CC=O)CC